COCCC(=O)N1CC2(CCN3N=C(C=C32)C=3C=NC2=CC=CC=C2C3)C1 3-methoxy-1-[2'-(quinolin-3-yl)-5',6'-dihydrospiro[azetidine-3,4'-pyrrolo[1,2-b]pyrazol]-1-yl]propan-1-one